benzoisoquinolinedione C1(NC(CC2=CC=C3C(=C12)C=CC=C3)=O)=O